1-(2-furyl)-2-diazo-ethanone O1C(=CC=C1)C(C=[N+]=[N-])=O